ferrous sulfate nickel [Ni].S(=O)(=O)([O-])[O-].[Fe+2]